N1-(4-amino-1,3-dihydrofuro[3,4-c]pyridin-7-yl)-N2-(1-(3-methylpyridin-2-yl)ethyl)-N2-((5-(trifluoromethyl)pyridin-2-yl)methyl)oxalamide NC1=NC=C(C2=C1COC2)NC(C(=O)N(CC2=NC=C(C=C2)C(F)(F)F)C(C)C2=NC=CC=C2C)=O